(R)-1-(2-chloropyridin-3-yl)ethyl (4-(5-(2-cyanoacetamido)pyridin-2-yl)-1-methyl-1H-1,2,3-triazol-5-yl)carbamate C(#N)CC(=O)NC=1C=CC(=NC1)C=1N=NN(C1NC(O[C@H](C)C=1C(=NC=CC1)Cl)=O)C